4-(2-(benzyloxy)ethyl)-5-chloro-N-((1S,2R)-2-(6-fluoro-2,3-dimethylphenyl)-1-(5-oxo-4,5-dihydro-1,3,4-oxadiazol-2-yl)propyl)-3-oxo-3,4-dihydro-2H-benzo[b][1,4]oxazine-8-sulphonamide C(C1=CC=CC=C1)OCCN1C2=C(OCC1=O)C(=CC=C2Cl)S(=O)(=O)N[C@@H]([C@H](C)C2=C(C(=CC=C2F)C)C)C=2OC(NN2)=O